cyclopropyl-[rac-(5s,7r)-7-fluoro-5-(o-tolyl)-6,7-dihydro-5H-pyrrolo[1,2-b][1,2,4]triazol-2-yl]methanone C1(CC1)C(=O)C=1N=C2N(N1)[C@@H](C[C@H]2F)C2=C(C=CC=C2)C |r|